C1(CCCCC1)NC=1C2=C(N=CC1C=1SC(=CC1)C)NC=C2 N-cyclohexyl-5-(5-methylthiophen-2-yl)-1H-pyrrolo[2,3-b]pyridin-4-amine